C(CC#C)O[Si](C1=CC=CC=C1)(C1=CC=CC=C1)C(C)(C)C (but-3-yn-1-yloxy)(tert-butyl)diphenylsilane